3-pyrrolidineboronic acid N1CC(CC1)B(O)O